C(C)N1C2=CC=C(C=C2C=2C=C(C=CC12)S1C(=CC=C1)C=NO)C(C1=C(C=CC=C1)C)=O 1-[9-Ethyl-6-(2-methylbenzoyl)-9H-carbazol-3-yl]-thienylmethane-1-one oxime